CN(CC(C)N(C)C)C N,N,N',N'-Tetramethylpropylendiamin